CC(CO)C=C 2-methyl-3-buten-1-ol